(2R)-N-[(1r,4r)-4-hydroxy-4-(trifluoromethyl)cyclohexyl]-2-(trifluoromethyl)piperidine-4-carboxamide OC1(CCC(CC1)NC(=O)C1C[C@@H](NCC1)C(F)(F)F)C(F)(F)F